4-(4-(tert-butyl)naphthalen-2-yl)benzo[g]Quinazoline-10-carbonitrile C(C)(C)(C)C1=CC(=CC2=CC=CC=C12)C1=NC=NC2=C(C3=C(C=C12)C=CC=C3)C#N